C(C)#N.C[NH+]1CCOCC1 N-methylmorpholinium-acetonitrile salt